5-(2-fluorostyryl)-2-isopropylpyridin-3-yl hydrogen sulfate S(=O)(=O)(OC=1C(=NC=C(C1)C=CC1=C(C=CC=C1)F)C(C)C)O